COC1=CC=C(CS(=O)(=O)CC(=O)C2=NC=C(C=C2)C2=NOC(=N2)C(F)(F)F)C=C1 2-((4-methoxybenzyl)sulfonyl)-1-(5-(5-(trifluoromethyl)-1,2,4-oxadiazol-3-yl)pyridin-2-yl)ethan-1-one